3-bromo-N-isopropyl-4-[[4-(trifluoromethyl)-2-pyridinyl]amino]benzenesulfonamide BrC=1C=C(C=CC1NC1=NC=CC(=C1)C(F)(F)F)S(=O)(=O)NC(C)C